4-[3-(4-Hydroxyphenyl)-3-oxoprop-1-enyl]-N-pyridin-2-ylbenzenesulfonamide OC1=CC=C(C=C1)C(C=CC1=CC=C(C=C1)S(=O)(=O)NC1=NC=CC=C1)=O